(1aR,5aR)-2-Isopropyl-1a,2,5,5a-tetrahydro-1H-2,3-diaza-cyclopropa[a]pentalene-4-carboxylic Acid (1-Methyl-1-phenyl-ethyl)-amide CC(C)(C1=CC=CC=C1)NC(=O)C=1C=2C[C@@H]3[C@H](C2N(N1)C(C)C)C3